(trans)-4-tert-butyl-cyclohexanol C(C)(C)(C)[C@@H]1CC[C@H](CC1)O